2-(2-Bromo-4-pyridyl)-1-pyrrolidin-1-ylethanone BrC1=NC=CC(=C1)CC(=O)N1CCCC1